C(C)(C)(C)OC(=O)N1C[C@@](CC1)(C(=O)O)COC |r| rac-1-(tert-butoxycarbonyl)-3-(methoxymethyl)pyrrolidine-3-carboxylic acid